C(C1=CC=CC=C1)OC(=O)Cl.Cl.O1CCOCC1 dioxane hydrochloride benzyl-chloroformate